6-(4-(4-chloro-3-hydroxyphenyl)-5-hydroxy-1H-pyrazol-1-yl)nicotinic acid ClC1=C(C=C(C=C1)C=1C=NN(C1O)C1=NC=C(C(=O)O)C=C1)O